[Li].C(OC)(OC)=O dimethyl carbonate, lithium salt